C(CCCC[C@@H]1SC[C@@H]2NC(=O)N[C@H]12)(=O)NCCCCCCNC(CCSSC1=NC=CC=C1)=O N-[6-(Biotinamido)hexyl]-3-(2-pyridyldithio)propanamide